Trimethylsilyl-(TMS)diazomethane C[Si](C)(C)C(=[N+]=[N-])[Si](C)(C)C